C(N)(=N)C=1C=C(SC1)CNC(=O)[C@H]1N([C@H]2C[C@]2(C1)C)C(CNC(CCCOC1CCCCC1)=O)=O (1S,3S,5S)-N-((4-carbamimidoylthiophen-2-yl)methyl)-2-((4-(cyclohexyloxy)butanoyl)glycyl)-5-methyl-2-azabicyclo[3.1.0]hexane-3-carboxamide